diphenyl [2-(2-ethoxyethoxy) ethyl] phosphite P(OC1=CC=CC=C1)(OC1=CC=CC=C1)OCCOCCOCC